(2S,4S)-1-[(2S)-3,3-dimethyl-2-[(2,2,2-trifluoroacetyl)amino]butanoyl]-4-methoxy-pyrrolidine-2-carboxylic acid CC([C@@H](C(=O)N1[C@@H](C[C@@H](C1)OC)C(=O)O)NC(C(F)(F)F)=O)(C)C